tert-butyl 2-(L-leucyl)-1-(((S)-2-oxopyrrolidin-3-yl)methyl)hydrazine-1-carboxylate N[C@@H](CC(C)C)C(=O)NN(C(=O)OC(C)(C)C)C[C@H]1C(NCC1)=O